ClC1=C(C=C(C=C1)C1=CN(C(C=C1)=O)C(C)C)C[C@@H](C(=O)NC1=CC=C(C=C1)C1=NN=CN1C)NC(=O)C1C(C1)(C)C N-[(1S)-1-[[2-chloro-5-(1-isopropyl-6-oxo-3-pyridyl)phenyl]methyl]-2-[4-(4-methyl-1,2,4-triazol-3-yl)anilino]-2-oxo-ethyl]-2,2-dimethyl-cyclopropanecarboxamide